C1=C(C=CC2=CC=CC=C12)S(=O)OC methyl 2-naphthalenesulfinate